[Pd](Cl)Cl.C(C)(C)C1=C(C(=CC=C1)C(C)C)C1C(C(=O)NC1=O)C1=C(C=CC=C1C(C)C)C(C)C bis-(2,6-diisopropylphenyl)succinimide palladium chloride